tert-butyl 2-(2-(methylthio)-6-oxo-5-(phenethylamino)pyrimidin-1(6H)-yl)acetate CSC=1N(C(C(=CN1)NCCC1=CC=CC=C1)=O)CC(=O)OC(C)(C)C